2,2-bis(3-phenyl-4-hydroxyphenyl)propane tert-butyl-((1R,3S)-3-(2-(pyrimidin-2-yl)hydrazine-1-carbonyl)cyclohexyl)carbamate C(C)(C)(C)N(C(O)=O)[C@H]1C[C@H](CCC1)C(=O)NNC1=NC=CC=N1.C1(=CC=CC=C1)C=1C=C(C=CC1O)C(C)(C)C1=CC(=C(C=C1)O)C1=CC=CC=C1